(2-(benzo[d][1,3]dioxol-5-yloxy)ethoxy)-2-(4-fluorophenyl)-3-(5-methylthiazol-4-yl)-1H-inden-1-one O1COC2=C1C=CC(=C2)OCCOC2=C1C(=C(C(C1=CC=C2)=O)C2=CC=C(C=C2)F)C=2N=CSC2C